CC([C@@H](C)NS(=O)(=O)C1=CC(=CC=C1)OC[C@H](CNC1COC2(C1)CCN(CC2)S(=O)(=O)C2=CC1=CC=CC=C1C=C2)O)(C)C N-((R)-3,3-dimethylbutan-2-yl)-3-((2S)-2-hydroxy-3-(8-(naphthalen-2-ylsulfonyl)-1-oxa-8-azaspiro[4.5]decan-3-ylamino)propoxy)benzenesulfonamide